N(=[N+]=[N-])CC1CCN(CC1)CCNS(=O)(=O)C1=CC=CC=C1 N-(2-(4-(azidomethyl)piperidin-1-yl)ethyl)benzenesulfonamide